C(C)(C)(C)C=1C=C(C=CC1)C=1NC2=CC=C(C=C2C1)[C@H]1[C@@H](C1)C(=O)O trans-2-(2-(3-(tert-butyl)phenyl)-1H-indol-5-yl)cyclopropane-1-carboxylic acid